O[C@@H]1CN(CC1=C)C(=O)OC(C)(C)C tert-butyl (S)-3-hydroxy-4-methylenepyrrolidine-1-carboxylate